S1C(=CC=C1)C(=O)O[Cu] thiophene-carbonyloxycopper